(E)-N1-(2-(2,6-dioxopiperidin-3-yl)-1-oxoisoindolin-4-yl)-N5-(3-(6-methoxy-5-((4-(3-(5-nitrothiophen-2-yl)acrylamido)phenyl)sulfonamido)pyrazin-2-yl)prop-2-yn-1-yl)glutaramide O=C1NC(CCC1N1C(C2=CC=CC(=C2C1)NC(CCCC(=O)NCC#CC1=NC(=C(N=C1)NS(=O)(=O)C1=CC=C(C=C1)NC(\C=C\C=1SC(=CC1)[N+](=O)[O-])=O)OC)=O)=O)=O